C1(C=CC(N1CCCC(=O)ON1C(C(CC1=O)S(=O)(=O)O)=O)=O)=O N-(gamma-maleimidobutyryloxy)sulfosuccinimide